CN(C1=CC=CC=2C(=CC=CC12)N(C)C)C N1,N1,N5,N5-tetramethyl-naphthalene-1,5-diamine